2-hydroxyethyl-[(E)-14-iodotetradecan-13-ene-3,5-diynyloxy]phosphonic acid OCCOP(O)(=O)OCCC#CC#CCCCCCC\C=C\I